3-(azetidin-1-yl)-5-((trimethylsilyl)ethynyl)pyridine N1(CCC1)C=1C=NC=C(C1)C#C[Si](C)(C)C